CCCCC=CCC Oct-5-en